FC(C1(CC1)C=1C=CC(=NC1)N)(F)F 5-[1-(trifluoromethyl)cyclopropyl]pyridin-2-amine